rac-(1S*,2S*)-2-(4-methylthiazol-2-yl)cyclopropane-1-carboxylic acid CC=1N=C(SC1)[C@@H]1[C@H](C1)C(=O)O |r|